N-[2-(4-chlorophenyl)ethyl]-8-hydroxy-2,3,4,5-tetrahydro-1H-2-benzazepine-2-carbothioamide ClC1=CC=C(C=C1)CCNC(=S)N1CC2=C(CCC1)C=CC(=C2)O